N12CC(C(CC1)CC2)N(C(O)=O)[C@H]2CCOC1=CC(=CC=C21)C2=CC(=CC=C2)C(C)C.C(C2=CC=CC=C2)NC(CN=[N+]=[N-])=O N-benzyl-azidoacetamide (S)-quinuclidin-3-yl-(7-(3-isopropylphenyl)chroman-4-yl)carbamate